N[C@H](CC(=O)N1[C@H](C(NCC1)=O)C(CC)(C)C(C)(C)C)CC1=C(C=C(C(=C1)F)F)F (S)-4-((S)-3-amino-4-(2,4,5-trifluorophenyl)butanoyl)-3-(t-butylmethylethylmethyl)piperazin-2-one